COC=1C=C2C=NC(=NC2=CC1C(=O)N1CCOCC1)C 6-methoxy-2-methyl-7-(morpholine-4-carbonyl)quinazoline